CC1=NNC(=C1)NC1=NC(=CC(=N1)N1[C@@H](COCC1)C)C1(CCOCC1)S(=O)(=O)C (R)-N-(3-methyl-1H-pyrazol-5-yl)-4-(3-methylmorpholino)-6-(4-(methylsulfonyl)tetrahydro-2H-pyran-4-yl)pyrimidin-2-amine